BrC=1N=CC(=NC1)N([C@H]1[C@H]([C@@H]2CC[C@H](C1)N2C(=O)OC(C)(C)C)F)C2CC2 Tert-butyl (1S,2R,3R,5R)-3-((5-bromopyrazin-2-yl)(cyclopropyl)amino)-2-fluoro-8-azabicyclo[3.2.1]octane-8-carboxylate